C(=C)S(=O)(=O)N1CCN(CCN(CC1)S(=O)(=O)C=C)S(=O)(=O)C=C 1,4,7-tris(vinylsulfonyl)-1,4,7-triazonane